C(#N)C1=NC=CC(=C1NC(=O)N1CCC(CC1)(C)C1=NOC(=N1)[C@H]1[C@H](C1)F)N1N=NC(=C1)C(C)C N-(2-cyano-4-(4-isopropyl-1H-1,2,3-triazol-1-yl)pyridin-3-yl)-4-(5-((1S,2S)-2-fluorocyclopropyl)-1,2,4-oxadiazol-3-yl)-4-methylpiperidine-1-carboxamide